NC1=C2N=CN(C2=NC=N1)C1C2OC3C(C(C(COP(OP(OCC(O1)C2O)(O)=O)(O)=O)O3)O)O 4-(6-amino-9H-purin-9-yl)-9,11,15,16,18-pentahydroxy-2,5,8,10,12,17-hexaoxa-9,11-diphosphatricyclo[12.2.1.13,6]octadecane 9,11-dioxide